CN1C[C@H](CC1=O)OC(=O)N1CCN(CC1)C1=NC=2N(C=C1F)N=CC2C=2C(=NC=CC2)OC2CC2 [(3S)-1-methyl-5-oxo-pyrrolidin-3-yl]4-[3-[2-(cyclopropoxy)-3-pyridyl]-6-fluoro-pyrazolo[1,5-a]pyrimidin-5-yl]piperazine-1-carboxylate